N(=[N+]=[N-])\C(\C(=O)OCC)=C/C=1C=NC=CC1OC1=CC=C(C=C1)NC(=O)OC(C)(C)C ethyl (Z)-2-azido-3-[4-[4-(tert-butoxycarbonylamino)phenoxy]-3-pyridyl]prop-2-enoate